4-[(6,7-dimethoxyquinazolin-4-yl)amino]phenol COC=1C=C2C(=NC=NC2=CC1OC)NC1=CC=C(C=C1)O